1-(3-((2-(4-(difluoromethoxy)phenyl)-8-methoxy-2,3-dihydrobenzo[b][1,4]dioxin-6-yl)methyl)imidazo[1,2-b]pyridazin-7-yl)-3-methylazetidin-3-ol FC(OC1=CC=C(C=C1)C1COC2=C(O1)C(=CC(=C2)CC2=CN=C1N2N=CC(=C1)N1CC(C1)(O)C)OC)F